7-(4-(4-Ethylpiperazin-1-yl)phenyl)-3-methyl-1-((1-methyl-1H-pyrazol-4-yl)methyl)-3,6-dihydroimidazo[4,5-d]pyrrolo[2,3-b]pyridin-2(1H)-on C(C)N1CCN(CC1)C1=CC=C(C=C1)C1=CC=2C(=NC=C3C2N(C(N3C)=O)CC=3C=NN(C3)C)N1